dimethyleicosanyl-[3-(triethoxysilyl)propyl]ammonium bromide [Br-].C[N+](CCC[Si](OCC)(OCC)OCC)(CCCCCCCCCCCCCCCCCCCC)C